CN1N=CC(=C1C)S(=O)(=O)N1CCC(CC1)C=1C(=CC=2N(C1)N=C(N2)C)C 6-(1-((1,5-dimethyl-1H-pyrazol-4-yl)sulfonyl)piperidin-4-yl)-2,7-dimethyl-[1,2,4]triazolo[1,5-a]pyridine